4-((4-fluorobenzyl)amino)pyrido[3,4-d]pyridazin FC1=CC=C(CNC=2N=NC=C3C2C=NC=C3)C=C1